C(C)OC(=O)C1=NC(=C(N=C1N1CCC2(CC1)C(C1=CC=CC=C1C2)=N[S@](=O)C(C)(C)C)C)C=2C(=NC=CC2)C(F)(F)F 3-((S)-1-(((R)-tert-butylsulfinyl)imino)-1,3-dihydrospiro[indene-2,4'-piperidin]-1'-yl)-5-methyl-6-(2-(trifluoromethyl)pyridin-3-yl)pyrazine-2-carboxylic acid ethyl ester